[Br-].C(C)O[Si](CCCCCCCCOC1=C(C=C(C=C1)O)[P+](C1=CC=C(C=C1)C)(C1=CC=C(C=C1)C)C1=CC=C(C=C1)C)(OCC)OCC (2-[8-(triethoxysilyl)octoxy]-5-hydroxyphenyl)tri(p-tolyl)phosphonium bromide